(S)-1-(3-chlorophenyl)-3-(6-(methylsulfonyl)isoquinolin-4-yl)-2-oxoimidazoline-4-carbonitrile ClC=1C=C(C=CC1)N1C(N([C@@H](C1)C#N)C1=CN=CC2=CC=C(C=C12)S(=O)(=O)C)=O